4-Azidophenyl isothiocyanate N(=[N+]=[N-])C1=CC=C(C=C1)N=C=S